OCCC1=C(C=C(C(=C1)OC)OC)C1=C(C(=O)C2=CC=C(C=C2)[N+](=O)[O-])C=CC=C1 (2-(2-hydroxyethyl)-4,5-dimethoxyphenyl)p-nitrobenzophenone